tert-butyl N-[3-fluoro-1-[1-[1-[(4-methoxyphenyl)methyl]-2,6-dioxo-3-piperidyl]-3-methyl-2-oxo-benzimidazol-4-yl]-4-piperidyl]-N-methyl-carbamate FC1CN(CCC1N(C(OC(C)(C)C)=O)C)C1=CC=CC=2N(C(N(C21)C)=O)C2C(N(C(CC2)=O)CC2=CC=C(C=C2)OC)=O